1,3-bis(tris[hydroxymethyl]-methylamino)propane OCC(NCCCNC(CO)(CO)CO)(CO)CO